N-(3-(5-chloro-2-cyanophenyl)cyclobutyl)-1-(1-(2-(methylthio)pyrimidin-5-yl)ethyl)-1H-1,2,3-triazole-4-carboxamide ClC=1C=CC(=C(C1)C1CC(C1)NC(=O)C=1N=NN(C1)C(C)C=1C=NC(=NC1)SC)C#N